N-((6-chloropyridin-3-yl)methyl)-11-oxo-10,11-dihydrodibenzo[b,f][1,4]thiazepine-8-carboxamide 5,5-dioxide ClC1=CC=C(C=N1)CNC(=O)C1=CC2=C(S(C3=C(C(N2)=O)C=CC=C3)(=O)=O)C=C1